[Nb].C(CC)O n-propanol niobium